2-(trimethylsilyl)ethoxyl methyl-1H,4H,5H,6H,7H-pyrazolo[4,3-c]pyridine-3,5-dicarboxylate CN1N=C(C=2CN(CCC21)C(=O)[O-])C(=O)OOCC[Si](C)(C)C